[I-].[Br-].C(CCC)N1CN(C=C1)C 1-butyl-3-methyl-imidazole bromide iodide